S1C=NC2=C1C=CC=C2C2CC(C2)O (1s,3s)-3-(benzo[d]thiazol-4-yl)cyclobutanol